decamethyl-ferrocene hexafluorophosphate F[P-](F)(F)(F)(F)F.CC1=C(C(=C([C-]1C)C)C)C.[C-]1(C(=C(C(=C1C)C)C)C)C.[Fe+2]